(+/-)-N5-((1R,5S,6r)-3-oxabicyclo[3.1.0]hexan-6-yl)-N7-methyl-3-(p-tolyl)-2,3-dihydrobenzofuran-5,7-dicarboxamide [C@H]12COC[C@@H]2C1NC(=O)C=1C=C(C2=C(C(CO2)C2=CC=C(C=C2)C)C1)C(=O)NC